tert-butyl (3S,5S)-3,5-dimethylpiperazine-1-carboxylate C[C@H]1CN(C[C@@H](N1)C)C(=O)OC(C)(C)C